BrC=1C=C(C=CC1NCC1=CC=C(C=C1)C(F)(F)F)S(=O)(=O)NCCO 3-bromo-N-(2-hydroxyethyl)-4-[[4-(trifluoromethyl)phenyl]methylamino]benzenesulfonamide